C(C)(C)C1=C(C=CC=C1)[C@H]1N(CCC1)C1CC2(C1)CCN(CC2)C2=CC(=C(C(=O)N)C=C2)N2C1=C(OCC2C)N=C2C(=C1)C=CN2 4-(2-((S)-2-(2-isopropylphenyl)pyrrolidin-1-yl)-7-azaspiro[3.5]non-7-yl)-2-(2-methyl-2,3-dihydropyrrolo[3',2':5,6]pyrido[2,3-b][1,4]oxazin-1(6H)-yl)benzamide